N1=C(C=CC=C1NC=1SC=C(N1)C(=O)N)C1=NC=CC=C1 2-([2,2'-bipyridyl]-6-ylamino)thiazole-4-carboxamide